4-(Phenylmethylamino)-N-ethyl-3-(1-methylimidazol-4-yl)benzenesulfonamide C1(=CC=CC=C1)CNC1=C(C=C(C=C1)S(=O)(=O)NCC)C=1N=CN(C1)C